NC=1C(=NC2=C(C(=C(C=C2C1NC1CN(CC1)C(=O)OC(C)(C)C)Cl)Br)F)OC tert-butyl 3-((3-amino-7-bromo-6-chloro-8-fluoro-2-methoxyquinolin-4-yl)amino)pyrrolidine-1-carboxylate